BrC1=C(C=C(C=C1F)F)C1OCCO1 (2-bromo-3,5-difluorophenyl)-1,3-dioxolane